[N+](=O)([O-])C1=C(C(=O)O)C=CC=C1C(=O)O.[Na] sodium nitroisophthalic acid